C(C)N(CCO)CC N,N-Diethylethanolamin